O1C=COCC=C1 5H-1,4-Dioxepin